C(C)(C)(C)OC(=O)N1CCC(=CC1)C1=CC2=C(N(C(N2C)=O)C2C(NC(CC2)=O)=O)C=C1 4-[1-(2,6-dioxopiperidin-3-yl)-3-methyl-2-oxo-1,3-benzodiazol-5-yl]-3,6-dihydro-2H-pyridine-1-carboxylic acid tert-butyl ester